CC(C(=O)O)(C)OC1=CC=C(C=C1)C(\C=C\C1=CC=C(C=C1)SC)=O 2-Methyl-2-[4-[(E)-3-(4-methylsulfanylphenyl)prop-2-enoyl]phenoxy]propanoic acid